N-(2-(1H-1,2,4-triazol-1-yl)ethyl)-6-bromopyridin-2-amine N1(N=CN=C1)CCNC1=NC(=CC=C1)Br